O=S1(NC2(CN(C2)C(=O)N2CC3(C2)CCC(CC3)CC3=NC=C(N=C3)C(F)(F)F)CCC1)=O (6,6-dioxo-6lambda6-thia-2,5-diazaspiro[3.5]nonan-2-yl)-[7-[[5-(trifluoromethyl)pyrazin-2-yl]methyl]-2-azaspiro[3.5]nonan-2-yl]methanone